1-(2-(dimethylamino)ethyl)-N1-(3-methoxypropyl)-N2,N2-dimethylethane-1,2-diamine CN(CCC(CN(C)C)NCCCOC)C